ClC1=NC(=C(C(=N1)N1C[C@@H](N(CC1)C(=O)O)CF)[N+](=O)[O-])CC1(CCCC2=CC=CC=C12)C(=O)OC.C(=C)C1=CC=C(C=C1)CCC1=CC=C(C=C1)C=C 1,2-bis(p-vinylphenyl)ethane (2R)-4-(2-chloro-6-((1-(methoxycarbonyl)-1,2,3,4-tetrahydronaphthalene-1-yl)methyl)-5-nitropyrimidin-4-yl)-2-(fluoromethyl)piperazine-1-carboxylate